O=C1NC(CCC1N1C(C2=CC=CC(=C2C1=O)NCCOCCN1CC2(CN(C2)CCOCCNC(OC(C)(C)C)=O)C1)=O)=O tert-butyl N-[2-[2-[6-[2-[2-[[2-(2,6-dioxo-3-piperidyl)-1,3-dioxo-isoindolin-4-yl] amino]ethoxy]ethyl]-2,6-diazaspiro[3.3]heptan-2-yl]ethoxy]ethyl]carbamate